ClC1=CC(=C(C=C1I)NCC(=O)N1CCN(CC1)C1CN(CC1)C(C=C)=O)O 1-(3-(4-(2-(4-chloro-2-hydroxy-5-iodophenylamino)acetyl)piperazin-1-yl)pyrrolidin-1-yl)prop-2-en-1-one